C(C)(C)(C)N1C(NC(=NC1=O)SCC)=O 3-(tert-butyl)-6-(ethylsulfanyl)-1,3,5-triazine-2,4(1H,3H)-dione